(R)-2,2-difluoro-2-(3-(1-((7-methoxy-2-methyl-6-((7-(piperidin-1-yl)heptyl)oxy)quinazolin-4-yl)amino)ethyl)phenyl)ethan-1-ol FC(CO)(C1=CC(=CC=C1)[C@@H](C)NC1=NC(=NC2=CC(=C(C=C12)OCCCCCCCN1CCCCC1)OC)C)F